C(C)C1(CC(C1)NC(OC(C)(C)C)=O)O tert-Butyl N-(3-ethyl-3-hydroxycyclobutyl)carbamate